6-bromo-3-phenyl-2,3-dihydro-1-benzofuran BrC1=CC2=C(C(CO2)C2=CC=CC=C2)C=C1